O1C(=CC=C1)\C=N\N(C)C (E)-2-(furan-2-ylmethylene)-1,1-dimethylhydrazine